CC1=NC2=C(C=CC(=C2C=C1)NC1CCN(CC1)CC(N1[C@@H](CCC1)C#N)=O)C(=O)N methyl-5-[[1-[2-oxo-2-[(2S)-2-cyanopyrrolidin-1-yl]ethyl]-4-piperidinyl]amino]quinoline-8-carboxamide